OC=1N=CC(=NC1)C(=O)N1CC2(CNC2)C(C1)C1=NOC(=N1)C(C)N1N=C(C=C1)C1CCOCC1 (5-hydroxypyrazin-2-yl)(8-(5-(1-(3-(tetrahydro-2H-pyran-4-yl)-1H-pyrazol-1-yl)ethyl)-1,2,4-oxadiazol-3-yl)-2,6-diazaspiro[3.4]octan-6-yl)methanone